1,2-di-Arachidonoyl-sn-glycero-3-phosphocholine C(CCC\C=C/C\C=C/C\C=C/C\C=C/CCCCC)(=O)OC[C@@H](OC(CCC\C=C/C\C=C/C\C=C/C\C=C/CCCCC)=O)COP(=O)([O-])OCC[N+](C)(C)C